(R and S)-N-(4,4-difluoropiperidin-3-yl)-8-(2-(2,2,2-trifluoroethoxy)phenyl)imidazo[1,2-a]pyridine-2-carboxamide FC1([C@@H](CNCC1)NC(=O)C=1N=C2N(C=CC=C2C2=C(C=CC=C2)OCC(F)(F)F)C1)F |r|